ClC1=CC(=C(C(=C1)C(=O)N1CC2=CC=CC=C2C[C@H]1CN1CCOCC1)C1=CC(=C(N1C)C)C(=O)N(CC1=C(C=CC=C1)OC)C1=CC=C(C=C1)O)C 5-[4-chloro-2-methyl-6-[(3S)-3-(morpholinomethyl)-3,4-dihydro-1H-isoquinoline-2-carbonyl]phenyl]-N-(4-hydroxyphenyl)-N-[(2-methoxyphenyl)methyl]-1,2-dimethyl-pyrrole-3-carboxamide